O=C1NC(=NC=2CCCCC12)NC1CCN(CC1)C(=O)OC(C)(C)C tert-butyl 4-[(4-oxo-5,6,7,8-tetrahydro-3H-quinazolin-2-yl)amino]piperidine-1-carboxylate